C(C)(C)(C)OC(=O)N1CCC2(CC1)CCC(CC2)CNS(=O)(=O)CC 9-(ethanesulfonamidomethyl)-3-azaspiro[5.5]undecane-3-carboxylic acid tert-butyl ester